(±)-4,5-dichloro-1-methyl-N-(3-phenyl-3-piperidyl)indole-2-carboxamide ClC1=C2C=C(N(C2=CC=C1Cl)C)C(=O)N[C@@]1(CNCCC1)C1=CC=CC=C1 |r|